tert-butyl (S)-3-(2-(2-hydroxyphenyl)-5,6,6a,7,9,10-hexahydro-8H-pyrazino[1',2':4,5]pyrazino[2,3-c]pyridazin-8-yl)azetidine-1-carboxylate OC1=C(C=CC=C1)C=1C=C2C(=NN1)NC[C@@H]1N2CCN(C1)C1CN(C1)C(=O)OC(C)(C)C